C(#N)C=1C=CC(=NC1)CN(C(C(N)=O)=O)CC1=NC=CC=N1 N'-[(5-Cyano-2-pyridyl)methyl]-N'-(pyrimidin-2-ylmethyl)oxamide